6-(4-((1H-indazol-5-yl)amino)-pyrimidin-2-yl)-N-(1-(1-methyl-piperidin-4-yl)-1H-pyrazol-4-yl)-1H-indole-2-carboxamide N1N=CC2=CC(=CC=C12)NC1=NC(=NC=C1)C1=CC=C2C=C(NC2=C1)C(=O)NC=1C=NN(C1)C1CCN(CC1)C